C(#N)[C@H](CC1=C(C=C(C=C1)C=1C=CC2=C(N(C(O2)=O)C)C1)F)NC(=O)[C@H]1OC[C@H](CNC1)NC (2S,6S)-N-((S)-1-cyano-2-(2-fluoro-4-(3-methyl-2-oxo-2,3-dihydrobenzo[d]oxazol-5-yl)phenyl)ethyl)-6-(methylamino)-1,4-oxazepan-2-carboxamide